C(C)N1CCO[C@@H]2C=3C=C(C=NC3CC[C@@H]21)C#CC2=CC=CC=C2 |r| (rac)-cis-4-Ethyl-9-(phenylethynyl)-3,4,4a,5,6,10b-hexahydro-2H-[1,4]oxazino[2,3-f]quinoline